6-(3-(tert-butylamino)pyrrolidin-1-yl)pyridazin-3-amine C(C)(C)(C)NC1CN(CC1)C1=CC=C(N=N1)N